N-(7-chloro-6-(1-((3R,4R)-4-hydroxy-3-methyltetrahydrofuran-3-yl)piperidin-4-yl)isoquinolin-3-yl)-1-methyl-1H-pyrazole-4-carboxamide ClC1=C(C=C2C=C(N=CC2=C1)NC(=O)C=1C=NN(C1)C)C1CCN(CC1)[C@@]1(COC[C@@H]1O)C